rac-5-[4-amino-2-(4-fluoroanilino)thiazole-5-carbonyl]-N-(2,2-dimethylcyclopentyl)isoxazole-3-carboxamide NC=1N=C(SC1C(=O)C1=CC(=NO1)C(=O)N[C@H]1C(CCC1)(C)C)NC1=CC=C(C=C1)F |r|